2-chloro-N4-[[3-ethyl-4-[1-methyl-4-(trifluoromethyl)imidazol-2-yl]phenyl]methyl]pyrimidine-4,5-diamine ClC1=NC=C(C(=N1)NCC1=CC(=C(C=C1)C=1N(C=C(N1)C(F)(F)F)C)CC)N